N-(3-trimethoxysilanylpropyl)ethane-1,2-diamine CO[Si](CCCNCCN)(OC)OC